8-fluoro-2,3,4,5-tetramethyl-4,5-dihydro-3H-imidazo[4,5-c]quinolin FC1=CC=2C3=C(C(N(C2C=C1)C)C)N(C(=N3)C)C